C[Ge](C)(C)C1(C=CC=C1)[Zr]C1(C=CC=C1)[Ge](C)(C)C bis(trimethylgermyl-cyclopentadienyl)zirconium